5,6-dichlorohexanol ClC(CCCCO)CCl